C1(=CC=CC=C1)OCC(CC(CCCCCCCCCCCC)N)N 2,4-diaminohexadecyl phenyl ether